C1(CCCC1)COC1=CC2=C(N=C(S2)NS(=O)(=O)C2=C(C=C(C=C2)O[C@@H]2[C@H](CCCC2)N(C)C)F)C=C1 N-(6-(cyclopentylmethoxy)benzo[d]thiazol-2-yl)-4-(((1S,2S)-2-(dimethyl-amino)cyclohexyl)oxy)-2-fluorobenzenesulfonamide